1,2,4-oxadiazol-5-yl-propan-1-ol O1N=CN=C1C(CC)O